7-fluoro-6-((1,1,1-trifluoropropan-2-yl)oxy)-3,4-dihydronaphthalene-1(2H)-one FC1=C(C=C2CCCC(C2=C1)=O)OC(C(F)(F)F)C